1-(1-(4-((R)-2-((tert-butyldimethylsilyl)oxy)propoxy)-6-((R)-3-methoxytetrahydrofuran-3-yl)pyridine-2-yl)-3-methyl-1H-pyrazolo[4,3-c]pyridine-6-yl)urea [Si](C)(C)(C(C)(C)C)O[C@@H](COC1=CC(=NC(=C1)[C@]1(COCC1)OC)N1N=C(C=2C=NC(=CC21)NC(=O)N)C)C